FC1=C(COC2=CC=CC3=C2C(=NO3)NC=3C=NC=CC3)C=CC=C1 4-(2-fluorobenzyloxy)-3-(pyridin-3-ylamino)benzo[d]isoxazole